N-(cyclopropyl(2-(methylsulfonyl)pyrimidin-4-yl)methyl)-4,4,4-trifluorobutanamide C1(CC1)C(NC(CCC(F)(F)F)=O)C1=NC(=NC=C1)S(=O)(=O)C